ClC1=CC=C(C=C1)C1=NC=CC(=N1)N (p-chlorophenyl)-4-pyrimidinamine